P(OCCCCCCCC)(OCCCCCCCC)[O-].P(OCCCCCCCC)(OCCCCCCCC)[O-] tetraoctyl bis(phosphite)